OC1=CC=C2CC(COC2=C1)C1=CC=C(C=C1)O 7,4'-dihydroxyisoflavan